NC=1C=C(C(=NC1C=1OC(=NN1)C(CCCC=O)(C(F)(F)F)OCC1=CC=CC=C1)CC(=O)O)C(F)(F)F 2-[5-Amino-6-[5-[1-benzyloxy-5-oxo-1-(trifluoromethyl)pentyl]-1,3,4-oxadiazol-2-yl]-3-(trifluoromethyl)-2-pyridyl]acetic Acid